C(C)(C)(C)OC(=O)N[C@H](COC=1C(=C(C=C(C1)F)CCCCCC(=O)OC)F)CCC(N)=O methyl 6-[3-[(2S)-2-[(tert-butoxycarbonyl)amino]-4-carbamoylbutoxy]-2,5-difluorophenyl]hexanoate